1-(4-(1H-tetrazol-5-yl)benzyl)-1H-pyrrolo[3,2-c]pyridine N1N=NN=C1C1=CC=C(CN2C=CC=3C=NC=CC32)C=C1